FC1=C(CNC2=C3N=CN(C3=NC=N2)[C@H]2[C@@H](O)[C@H](O)[C@H](O2)CO)C(=CC=C1)C(F)(F)F 6-(2-fluoro-6-(trifluoromethyl)benzylamino)-9-β-D-arabinofuranosylpurine